C(C)(C)(C)OC(=O)N[C@H](C(=O)OC)CC1=C(C=C(C=C1C)O[Si](C)(C)C(C)(C)C)C methyl (S)-2-((tert-butoxycarbonyl)amino)-3-(4-((tert-butyldimethylsilyl) oxy)-2,6-dimethylphenyl)propanoate